Methyl 2-(6-(cyclopropanesulfonamido)pyrazin-2-yl)-2-methylpropanoate C1(CC1)S(=O)(=O)NC1=CN=CC(=N1)C(C(=O)OC)(C)C